4-[[(2S)-2-amino-4-methyl-pentanoyl]amino]-2-(4-boronobutyl)piperidine-2-carboxylic acid N[C@H](C(=O)NC1CC(NCC1)(C(=O)O)CCCCB(O)O)CC(C)C